((6-(isopropyl(methyl)amino)-1-oxo-2-(6-(4-phenyl-4H-1,2,4-triazol-3-yl) Pyridin-2-yl)-2,3-dihydro-1H-pyrrolo[3,4-c]pyridin-4-yl)methyl)(methyl)carbamate C(C)(C)N(C1=CC2=C(C(=N1)COC(NC)=O)CN(C2=O)C2=NC(=CC=C2)C2=NN=CN2C2=CC=CC=C2)C